FC(C=1OC(=NN1)C1=CC(=C(C=C1)CN1N=NC(=C1)C1=CC=C(C=C1)C)F)F 2-(difluoromethyl)-5-(3-fluoro-4-((4-(p-tolyl)-1H-1,2,3-triazol-1-yl)methyl)phenyl)-1,3,4-oxadiazole